BrC1=C(C=C(C=N1)OB(O)O)C (6-bromo-5-methylpyridin-3-yl)boric acid